6-chloro-8-(3,3-difluoro-4,4-dimethylpyrrolidin-1-yl)-[1,2,4]triazolo[1,5-b]pyridazin ClC=1C=C(C=2N(N1)N=CN2)N2CC(C(C2)(C)C)(F)F